C(CC(O)(C(=O)OC(C)(CCCC)C)CC(=O)OC(C)(CCCC)C)(=O)OC(C)(CCCC)C tri(2-methyl-2-hexyl) citrate